BrCC1=C(C(=C(C=C1)Cl)F)I 1-(bromomethyl)-4-chloro-3-fluoro-2-iodobenzene